OC1=C(OC2=C(C1=O)C(=CC(=C2)O)O)C2=CC(=C(C=C2)OC2COC2)O 3,5,7-Trihydroxy-2-[3-hydroxy-4-(oxetan-3-yloxy)phenyl]benzopyran-4-one